9-chloro-3,4-dihydro-1H-benzo[b]azepin-5(2H)-one ClC1=CC=CC2=C1NCCCC2=O